CS(=O)(=O)CP(OCC(F)(F)F)(OCC(F)(F)F)=O bis(2,2,2-trifluoroethyl) ((methylsulfonyl)methyl)phosphonate